C(C)OC(C(=O)OCC)C ethyl 2-ethoxypropionate